FC1=C(C=O)C=C(C(=C1)F)B1OC(C(O1)(C)C)(C)C 2,4-difluoro-5-(4,4,5,5-tetramethyl-1,3,2-dioxaborolan-2-yl)benzaldehyde